3-(chlorosulfonyl)-2-nitrobenzoic acid ClS(=O)(=O)C=1C(=C(C(=O)O)C=CC1)[N+](=O)[O-]